N-((1S)-((R)-3,3-difluorocyclohexyl)(6-(((5R)-2-oxo-5-(trifluoromethyl)piperidin-3-yl)methyl)imidazo[1,2-b]pyridazin-2-yl)methyl)-1-isopropyl-1H-pyrazole-5-carboxamide FC1(C[C@@H](CCC1)[C@H](NC(=O)C1=CC=NN1C(C)C)C=1N=C2N(N=C(C=C2)CC2C(NC[C@@H](C2)C(F)(F)F)=O)C1)F